FC1(CC(CCC1)N(C1=C(C=CC=C1)F)C(CC1(CCNCC1)C(=O)OC)=O)F methyl 4-[2-(N-(3,3-difluorocyclohexyl)-2-fluoro-anilino)-2-oxo-ethyl]piperidine-4-carboxylate